OC1=CC2=C(C=C1)OC[C@@H]1[C@@H]2OCCN1CCCCOC1=CC=C2CCC(NC2=C1)=O 7-(4-((4aR,10bR)-9-hydroxy-2,3,4a,10b-tetrahydro-4H,5H-chromeno[4,3-b][1,4]oxazin-4-yl)butoxy)-3,4-dihydroquinolin-2(1H)-one